(s)-3-(1-cyclopentyl-5-(3-(trifluoromethyl)pyridin-2-yl)-1H-1,2,4-triazole-3-carboxamido)-5-(3,3-difluoropiperidin-1-yl)pentanoic acid C1(CCCC1)N1N=C(N=C1C1=NC=CC=C1C(F)(F)F)C(=O)N[C@H](CC(=O)O)CCN1CC(CCC1)(F)F